2-(3,4-dimethoxystyryl)-4,6-bis(trichloromethyl)-1,3,5-triazine COC=1C=C(C=CC2=NC(=NC(=N2)C(Cl)(Cl)Cl)C(Cl)(Cl)Cl)C=CC1OC